tert-butyl (3,6-dichloropyridazin-4-yl)methylcarbamate ClC=1N=NC(=CC1CNC(OC(C)(C)C)=O)Cl